Trans-3-amino-4-methylpiperidine-1-carboxylic acid tert-butyl ester C(C)(C)(C)OC(=O)N1C[C@H]([C@@H](CC1)C)N